ClC1=C(C=C(OCC(=O)NC23CC(C(CC2)(CC3)C(=O)NCC=3N=COC3)O)C=C1)F 4-[2-(4-chloro-3-fluorophenoxy)acetamido]-2-hydroxy-N-[(1,3-oxazol-4-yl)methyl]bicyclo[2.2.2]octane-1-carboxamide